C(C1=CC=CC=C1)O[C@H]1C(O[C@@H]([C@@H]([C@@H]1OCC1=CC=CC=C1)OCC1=CC=CC=C1)COCC1=CC=CC=C1)O (3R,4S,5S,6R)-3,4,5-tris(benzyloxy)-6-((benzyloxy)methyl)tetrahydro-2H-pyran-2-ol